BrC1=C2C(=CCOC2=CC=C1)C 5-bromo-4-methyl-2H-chromene